COC1=C(C=CC=C1)N1CCN(CC1)CCCCNC(=O)N1CC2=NN(C=C2C1)C N-(4-(4-(2-Methoxyphenyl)piperazin-1-yl)butyl)-2-methyl-2,6-dihydropyrrolo[3,4-c]pyrazole-5(4H)-carboxamide